O1C=2C(=CC1=O)C=C1C=CC=CC12 indeno[1,2-b]furan-2-one